3-bromo-5-fluoro-2-(2-methoxy-2-oxoethyl)benzoic acid methyl ester COC(C1=C(C(=CC(=C1)F)Br)CC(=O)OC)=O